N-cyclobutyl-1-(5-(7,8-dimethyl-[1,2,4]triazolo[1,5-a]pyridin-6-yl)-6-isopropyl-4H-pyrrolo[3,2-d]thiazol-2-yl)piperidin-4-amine C1(CCC1)NC1CCN(CC1)C=1SC2=C(N1)C(=C(N2)C=2C(=C(C=1N(C2)N=CN1)C)C)C(C)C